2,6-bis(1-hydroxybutan-2-yl)pyrrolo[3,4-f]isoindole-1,3,5,7(2H,6H)-tetraone OCC(CC)N1C(C2=CC=3C(N(C(C3C=C2C1=O)=O)C(CO)CC)=O)=O